CN(CCOC=1C=CC(=C(C(=O)N[C@H](C)C2=CC(=CC(=C2)C=2SC(=NN2)C(F)(F)F)C2=NN(C=C2)CC)C1)C)C (R)-5-(2-(dimethylamino)ethoxy)-N-(1-(3-(1-ethyl-1H-pyrazol-3-yl)-5-(5-(trifluoromethyl)-1,3,4-thiadiazol-2-yl)phenyl)ethyl)-2-methylbenzamide